[N+](=O)([O-])C1=CC(=NC=C1)\C=C\C 4-nitro-2-[(E)-prop-1-enyl]pyridine